COC([C@@](CC)(C1=CC=C(C=C1)CC)N)=O (2R)-2-amino-2-(4-ethylphenyl)butanoic acid methyl ester